BrC1=CC=C(C2=NCOC=C21)F 5-bromo-8-fluoro-2H-benzo[d][1,3]oxazine